C(C)C1=NN(C2=C1C(NCC1(CCOCC1)C2)=O)C[C@H](COC(C2=CC(=C(C=C2)Cl)C(F)(F)F)=O)C 4-Chloro-3-(trifluoromethyl)benzoic acid [(2R)-3-(3-ethyl-4-oxo-spiro[6,8-dihydro-5H-pyrazolo[4,3-c]azepin-7,4'-tetrahydropyran]-1-yl)-2-methyl-propyl] ester